6-bromo-3-(2-fluoro-3-methylbenzyl)-2-methoxyquinoline BrC=1C=C2C=C(C(=NC2=CC1)OC)CC1=C(C(=CC=C1)C)F